CC(CCC)OC1=NN2C(C(=N1)N)=NC=C2CC2CCNCC2 2-(pent-2-yloxy)-7-(piperidin-4-ylmethyl)imidazo[2,1-f][1,2,4]triazin-4-amine